C1(CC1)OC=1C=C(C=CC1)C=1C=CC=2N(C1)C(N(N2)C2=NC=CC=C2)=O 6-(3-cyclopropoxyphenyl)-2-(pyridin-2-yl)-[1,2,4]triazolo[4,3-a]pyridin-3(2H)-one